N[C@H]1[C@@H]2N(C[C@H]1CC2)C(=O)C2=CC1=C(N(C(=N1)C=1N(C3=C(C=CC=C3C1)C=1C=C(C(=NC1)C(=O)N)F)CC1CC1)C)C(=C2)OC 5-(2-(5-((1R,4R,7R)-7-Amino-2-azabicyclo[2.2.1]heptan-2-carbonyl)-7-methoxy-1-methyl-1H-benzo[d]imidazol-2-yl)-1-(cyclopropylmethyl)-1H-indol-7-yl)-3-fluoropicolinamid